(S)-3-(1-Acryloylpiperidin-3-yl)-7-amino-1-(4-(3,5-difluorophenoxy)phenyl)-1,5-dihydro-4H-pyrrolo[2,3-d]pyridazin-4-on C(C=C)(=O)N1C[C@@H](CCC1)C1=CN(C=2C(=NNC(C21)=O)N)C2=CC=C(C=C2)OC2=CC(=CC(=C2)F)F